C(CCCCCCCCCCC)S(=O)(=O)[O-].[Na+] sodium dodecyl-monosulfonate